N1(CCOCC1)S(=O)(=O)C1=CC=C(C=C1)C=1N=C(SC1)NC1=C(C=CC=C1)S(=O)(=O)N ((4-(4-(morpholinylsulfonyl)phenyl)thiazol-2-yl)amino)benzenesulfonamide